OC1=C(C=C(C=C1)C=C1OC(=CC1=O)C)OC 2-[(4-hydroxy-3-methoxyphenyl)methylene]-5-methyl-furan-3-one